C(CCCCCC)OC(CCCC(=O)N1CCN(CC1)C(CN(CCCCCCCCC)CCN(CCCCCCCCC)CCCCCCCCC)=O)=O Heptyl-5-(4-(N-(2-(dinonylamino)ethyl)-N-nonylglycyl)piperazin-1-yl)-5-oxopentanoate